(E)-3-((1-(2-(5-cyclopropyl-3-(3,5-dichloropyridin-4-yl)isoxazol-4-yl)vinyl)-2-oxabicyclo[2.2.2]oct-4-yl)methoxy)-5-methoxybenzoic acid C1(CC1)C1=C(C(=NO1)C1=C(C=NC=C1Cl)Cl)/C=C/C12OCC(CC1)(CC2)COC=2C=C(C(=O)O)C=C(C2)OC